C(#N)COC=1C=C(C=CC1O)/C=C/C(=O)NCCC1=CC=C(C=C1)O (E)-3-(3-(cyanomethoxy)-4-hydroxyphenyl)-N-(4-hydroxyphenylethyl)acrylamide